1-(oxetan-2-ylmethyl)-2-((2-oxo-4-(((trifluoromethyl)sulfonyl)oxy)-3,6-dihydropyridin-1(2H)-yl)methyl)-1H-benzo[d]imidazole-6-carboxylic acid methyl ester COC(=O)C=1C=CC2=C(N(C(=N2)CN2C(CC(=CC2)OS(=O)(=O)C(F)(F)F)=O)CC2OCC2)C1